NC=1C=C(C=C(C1)C(F)(F)F)[C@@H](C)NC1=NC(=NC2=CC(=C(C=C12)OC)OC)Cl (R)-N-(1-(3-amino-5-(trifluoromethyl)phenyl)ethyl)-2-chloro-6,7-dimethoxyquinazolin-4-amine